C(#N)C1=C(C=C(C=C1)N1C(N(C2(CCC2)C1=O)C1=CC=C(C)C=C1)=S)C(F)(F)F 4-[7-(4-cyano-3-trifluoromethylphenyl)-8-oxo-6-thioxo-5,7-diaza-spiro[3.4]oct-5-yl]-toluene